N-((4-methoxybenzo[d]oxazol-2-yl)methyl)-N,5-dimethyl-1H-indazole-7-sulfonamide COC1=CC=CC2=C1N=C(O2)CN(S(=O)(=O)C=2C=C(C=C1C=NNC21)C)C